N1=NN(C2=NC=CC=C21)C2=CC(=C(C(=O)N(C1=NC=CC3=C1C=C(S3)C3=CN=NC=C3)[C@H]3CNCCC3)C=C2)F (R)-4-(3H-[1,2,3]triazolo[4,5-b]pyridin-3-yl)-2-fluoro-N-(piperidin-3-yl)-N-(2-(pyridazin-4-yl)thieno[3,2-c]pyridin-4-yl)benzamide